N-(5-tert-butyl-4-methyl-thiazol-2-yl)-3-[(7-cyano-1-isoquinolyl)amino]propanamide C(C)(C)(C)C1=C(N=C(S1)NC(CCNC1=NC=CC2=CC=C(C=C12)C#N)=O)C